ClC1=CC=C(C(=N1)C)N[C@H](C)C=1C=C(C=C2C(C(=C(OC12)C=1C=NSC1)C)=O)C 8-[(1R)-1-[(6-Chloro-2-methyl-3-pyridyl)amino]ethyl]-2-isothiazol-4-yl-3,6-dimethyl-chromen-4-one